2,6-difluoro-4-phenylethynyl-aniline FC1=C(N)C(=CC(=C1)C#CC1=CC=CC=C1)F